oxazine dinitrogen [N].[N].O1NC=CC=C1